FC1CC(CCC1)SC1=CC=CC=C1 phenyl (3-fluorocyclohexyl) sulfide